[Cl-].C(CCCCCCCCCCCCCCC)[N+](C)(CCCCCCCCCCCCCCCC)CCCCCCCCCCCCCCCC N,N-di(cetyl)-N-methyl-1-hexadecyl-ammonium chloride